[S].CN1C=C(C=2C1=CN=C(C2)NC(C)=O)C2=NC(=CC(=C2)OCC[Si](C)(C)C)SC N-(1-methyl-3-(6-(methylthio)-4-(2-(trimethylsilyl)ethoxy)pyridin-2-yl)-1H-pyrrolo[2,3-c]pyridin-5-yl)acetamide sulfur